(1S,2S)-N-(6-((1-(6-chloro-8-(3-methyl-2,4-dioxoimidazolidin-1-yl)imidazo[1,2-a]pyridin-2-yl)ethyl)amino)-2-methyl-pyrimidin-4-yl)-2-(4-methylpyrimidin-2-yl)cyclopropane-1-carboxamide ClC=1C=C(C=2N(C1)C=C(N2)C(C)NC2=CC(=NC(=N2)C)NC(=O)[C@@H]2[C@H](C2)C2=NC=CC(=N2)C)N2C(N(C(C2)=O)C)=O